CC1=CC(=NO1)CN1CNC2=NC=C(C=C21)C2=C(C=CC=C2)C 1-[(5-methylisoxazol-3-yl)methyl]-6-(o-tolyl)-3H-imidazo[4,5-b]Pyridine